2-(1-((1R,3s,5S)-8-azabicyclo[3.2.1]oct-3-yl)-1H-pyrazol-4-yl)-8-chloro-7-((2-methyl-1H-benzo[d]imidazol-6-yl)oxy)quinoxaline [C@H]12CC(C[C@H](CC1)N2)N2N=CC(=C2)C2=NC1=C(C(=CC=C1N=C2)OC=2C=CC1=C(NC(=N1)C)C2)Cl